NC=1C=2N(C3=CC(=C(C=C3N1)F)C(=O)N1[C@@H]3[C@H](OCC1)CC=1C=C(C=CC13)C=1C=NN(C1)C(F)(F)F)C=NC2 (4-amino-7-fluoroimidazo[1,5-a]quinoxalin-8-yl)((4aS,9aR)-7-(1-(trifluoromethyl)-1H-pyrazol-4-yl)-2,3,9,9a-tetrahydroindeno[2,1-b][1,4]oxazin-4(4aH)-yl)methanone